C(C)(C)(C)C1N2C(C3=CC(=C(C=C3C1)C1=CN=C(S1)C(C)(C)OC)OC)=CC(C(=C2)C(=O)O)=O 6-tert-butyl-10-methoxy-9-[2-(2-methoxypropan-2-yl)thiazol-5-yl]-2-oxo-6,7-dihydro-2H-pyrido[2,1-a]isoquinoline-3-carboxylic Acid